6-(3-(3-fluoro-5-(1-(2-methoxyethyl)piperidin-4-yl)pyridin-2-yl)-4-isopropyl-1H-pyrazol-5-yl)-8-methoxy-[1,2,4]triazolo[1,5-a]pyridine FC=1C(=NC=C(C1)C1CCN(CC1)CCOC)C1=NNC(=C1C(C)C)C=1C=C(C=2N(C1)N=CN2)OC